C1(CCCCC1)[C@@H](C(=O)NC1=NC=C(C=C1)C1=C(C=NN1C)C)NC(=O)C=1C(=NOC1)CC (S)-N-(1-cyclohexyl-2-((5-(1,4-dimethyl-1H-pyrazol-5-yl)pyridin-2-yl)amino)-2-oxoethyl)-3-ethylisoxazole-4-carboxamide